C(C)(C)(C)OC(=O)N1CCC(CC1)NC1=NC(=NC(=C1)Cl)C tert-butyl-4-[(6-chloro-2-methyl-pyrimidin-4-yl)amino]piperidine-1-carboxylate